5-{[t-butyl(dimethyl)silyl]oxy}-3-[(4-methoxyphenyl)methoxy]pentan-1-ol [Si](C)(C)(C(C)(C)C)OCCC(CCO)OCC1=CC=C(C=C1)OC